COCCN1CCC2(CN(CCO2)C2=C(C=CC(=C2C(F)(F)F)OC2=CC=CC=C2)NC(=O)C=2N=C(SC2)C2=CN=NC=C2)CC1 N-{2-[9-(2-Methoxyethyl)-1-oxa-4,9-diazaspiro[5.5]undecan-4-yl]-4-phenoxy-3-(trifluoromethyl)phenyl}-2-(pyridazin-4-yl)-1,3-thiazol-4-carboxamid